BrC1=CC=C(C=C1)N1N=C(C(=C1)C1=CC=C(C=C1)F)[C@@H]1O[C@@H](C(N1CCC=1C=CC2=CC(N=C2C1)=O)=O)C (2S,5R)-2-(1-(4-bromophenyl)-4-(4-fluorophenyl)-1H-pyrazol-3-yl)-5-methyl-3-(2-(2-oxoindol-6-yl)ethyl)oxazolidin-4-one